C(C)(=O)N(C([C@H](C)OC1=CC=C(C=C1)Cl)=O)OC(CNC(C)=O)C (2S)-N-acetyl-2-(4-chlorophenoxy)-N-[(1-acetamidopropan-2-yl)oxy]propanamide